(4-acetylpiperazin-1-yl)-N-(4-(2-(methoxymethyl)pyridin-3-yl)thiazol-2-yl)picolinamide C(C)(=O)N1CCN(CC1)C=1C(=NC=CC1)C(=O)NC=1SC=C(N1)C=1C(=NC=CC1)COC